2-fluoro-4-bromobenzeneacetonitrile FC1=C(C=CC(=C1)Br)CC#N